3-((5-(benzyloxy)pentyl)oxy)propan-1-ol C(C1=CC=CC=C1)OCCCCCOCCCO